1-(6-(1H-pyrazol-3-yl)imidazo[1,5-a]pyridin-5-yl)-3-(4-cyanophenyl)urea N1N=C(C=C1)C=1C=CC=2N(C1NC(=O)NC1=CC=C(C=C1)C#N)C=NC2